N-(cyclopropylaminothiocarbonyl)-2-(3-fluorophenyl)-2-(4-(trifluoromethyl)pyridin-2-yl)acetamide C1(CC1)NC(=S)NC(C(C1=NC=CC(=C1)C(F)(F)F)C1=CC(=CC=C1)F)=O